(6-(8-oxa-3-azabicyclo[3.2.1]oct-3-yl)-4-(piperidin-1-yl)pyridazin-3-yl)methylamine C12CN(CC(CC1)O2)C2=CC(=C(N=N2)CN)N2CCCCC2